[((2R)-oxirane-2-yl)methoxy]silane Tert-butyl-N-[6-[1-(2,6-dioxopiperidin-3-yl)-3-methyl-2-oxo-1,3-benzodiazol-5-yl]hex-5-yn-1-yl]carbamate C(C)(C)(C)OC(NCCCCC#CC1=CC2=C(N(C(N2C)=O)C2C(NC(CC2)=O)=O)C=C1)=O.O1[C@H](C1)CO[SiH3]